5-(2-amino-4-pyrimidinyl)-4-(4-fluorophenyl)-1-(4-piperidinyl)imidazole O-hexadecyl-uridine-3'-phosphate P(=O)(O)(O)O[C@H]1[C@H]([C@@H](O[C@@H]1CO)N1C(=O)NC(=O)C=C1)OCCCCCCCCCCCCCCCC.NC1=NC=CC(=N1)C1=C(N=CN1C1CCNCC1)C1=CC=C(C=C1)F